COC1=CC=2C3=C(C(=NC2C=C1OCCCN1CCCC1)NC(C(=O)OCC)C(C)C)CCC3 ethyl 2-({8-methoxy-7-[3-(pyrrolidin-1-yl)propoxy]-1H,2H,3H-cyclopenta[c]quinolin-4-yl}amino)-3-methylbutanoate